C(=O)C=1C=NN(C1)C1=C2CCN(C2=CC=C1)C=1C=C(C=2N(N1)C(=CN2)C(=O)N[C@H]2[C@@H](CC2)OC)NC 6-(4-(4-formyl-1H-pyrazol-1-yl)indolin-1-yl)-N-((1R,2R)-2-methoxycyclobutyl)-8-(methylamino)imidazo[1,2-b]pyridazine-3-carboxamide